6-(3-furyl)thiazolo[4,5-b]pyrazin-2-amine O1C=C(C=C1)C=1N=C2C(=NC1)N=C(S2)N